C(#N)CCN1C(C2(C3=C1C=NC=1C=CC(=CC31)C=3C=C(C(=NC3)OC)NS(=O)(=O)C3=CC=CC=C3)CC2)=O N-(5-(3'-(2-Cyanoethyl)-2'-oxo-2',3'-dihydrospiro[cyclopropane-1,1'-pyrrolo[2,3-c]quinolin]-8'-yl)-2-methoxypyridin-3-yl)benzenesulfonamide